N1(CCNCC1)CCNC(OCC1=CC=CC=C1)=O benzyl (2-(piperazin-1-yl)ethyl)carbamate